4-Methoxy-N-{4-[4-(thiophen-2-yl)piperazin-1-yl]phenyl}benzamid COC1=CC=C(C(=O)NC2=CC=C(C=C2)N2CCN(CC2)C=2SC=CC2)C=C1